C(C)(C)(C)N(C(O)=O)C1(CCC1)C1=C(C=CC(=C1)Cl)C#N.C(C)(C)(C)[Si](C)(C)OC(CBr)CBr tert-butyl-((1,3-dibromopropane-2-yl)oxy)dimethylsilane tert-butyl-(cis-(5-chloro-2-cyanophenyl)cyclobutyl)carbamate